C(C1=CC=CC=C1)N(CCC1CCNCC1)C N-benzyl-N-methyl-2-(piperidin-4-yl)ethane-1-amine